N-(3-(dimethylamino)pyridin-2-yl)-2-(5-methoxypyrazine-2-carbonyl)hydrazinecarbothioamide CN(C=1C(=NC=CC1)NC(=S)NNC(=O)C1=NC=C(N=C1)OC)C